NC1=CC=C(C=C1)C#CCN1C(N(C(C(=C1Cl)NC(CCC1=CC=C(C=C1)C)=O)=O)C)=O N-(1-(3-(4-aminophenyl)prop-2-yn-1-yl)-6-chloro-3-methyl-2,4-dioxo-1,2,3,4-tetrahydropyrimidin-5-yl)-3-(p-tolyl)propanamide